ClC1=CC=C(C2=C1CCO2)COC=2C(=CC(=C(C2)N2C(NC=1C(C2=O)=C(SC1)C(=O)O)=O)F)OC 3-(5-((4-chloro-2,3-dihydrobenzofuran-7-yl)methoxy)-2-fluoro-4-methoxyphenyl)-2,4-dioxo-1,2,3,4-tetrahydrothieno[3,4-d]pyrimidine-5-carboxylic acid